C(#N)C=1C=NN2C1C(=CC(=C2)C2=CC=C(C=C2)N2CCNCC2)C=2C=CC(=NC2)N2CCC(CC2)(C)NC(CC2=CC=CC=C2)=O N-[1-[5-[3-cyano-6-(4-piperazin-1-ylphenyl)pyrazolo[1,5-a]pyridin-4-yl]-2-pyridyl]-4-methyl-4-piperidyl]-2-phenyl-acetamide